O1C(CCC2=CC=C3C(=C12)C=CC=C3)=O benzochromanone